([1,1'-Biphenyl]-4-ylmethyl)(3-ethyl-5-methylpyrazolo[1,5-a]pyrimidin-7-yl)carbamic acid tert-butyl ester C(C)(C)(C)OC(N(C1=CC(=NC=2N1N=CC2CC)C)CC2=CC=C(C=C2)C2=CC=CC=C2)=O